C(C)(=O)OC=1C=C2C=CC(OC2=CC1OC(C)=O)=O 6,7-bis(acetyloxy)coumarin